ClC1=C(C(=CC(=C1)NC([C@H](COC)C1=CC=C(C=C1)S(=O)(=O)CC)=O)Cl)C1=CC=C(C=C1)S(=O)(=O)C1CC1 (S)-N-(2,6-dichloro-4'-(cyclopropylsulfonyl)-[1,1'-biphenyl]-4-yl)-2-(4-(ethylsulfonyl)phenyl)-3-methoxypropionamide